4-chlorobenzyl (4-(1-(2-methoxy-6-methylnicotinamido)ethyl)phenyl)carbamate COC1=C(C(=O)NC(C)C2=CC=C(C=C2)NC(OCC2=CC=C(C=C2)Cl)=O)C=CC(=N1)C